The molecule is an organic heterotetracyclic compound that is isopimarane in which a hydrogen at position 2 of the 13-ethyl substituent has been replaced by a (sulfooxy) group, a double bond has been introduced at the 7-8 position, and the beta-methyl group at position 4 has been oxidised to the corrsponding carboxy group and coupled to position 6 to give a gamma-lactone. Isolated from an avendophytic fungus, Xylaria sp. YM 311647, obtained from Azadirachta indica, it shows potent inhibitory activity against C. albicans and Pyricularia oryzae. It has a role as an antifungal agent and a fungal metabolite. It is a diterpene, a gamma-lactone, an organic sulfate, an organic heterotetracyclic compound and an isopimarane diterpenoid. C[C@@]1(CC[C@H]2C(=C[C@@H]3[C@@H]4[C@@]2(CCC[C@@]4(C(=O)O3)C)C)C1)CCOS(=O)(=O)O